5-Ethynyl-2-((3-methoxy-4-(4-methylpiperazin-1-yl)phenyl)amino)-8-methylpyrido[2,3-d]pyrimidin-7(8H)-one C(#C)C1=CC(N(C=2N=C(N=CC21)NC2=CC(=C(C=C2)N2CCN(CC2)C)OC)C)=O